(6-cyclopropyl-2-(1-hydroxyethyl)imidazo[1,2-a]pyridin-8-yl)-3-methylimidazolidine-2,4-dione C1(CC1)C=1C=C(C=2N(C1)C=C(N2)C(C)O)N2C(N(C(C2)=O)C)=O